C(C)OC1=C(C(=CC=C1)OCC)P(NC(=O)N1C2=CC=CC=C2C=2C=CC=CC12)C1=C(C=CC=C1OCC)OCC N-(Bis(2,6-diethoxyphenyl)phosphanyl)-9H-carbazole-9-carboxamide